1,1-bis(4-morpholinophenyl)ethylene O1CCN(CC1)C1=CC=C(C=C1)C(=C)C1=CC=C(C=C1)N1CCOCC1